N1N=CC(=C1)C1=CC(=NC2=CC=CC=C12)\C=C\1/N(C2=CC=CC=C2C1)C(C)=O (Z)-2-((4-(1H-pyrazol-4-yl)quinolin-2-yl)methylene)-1-acetylindolin